benzyl N-[5-bromo-2-(bromomethyl)pyridin-3-yl]carbamate N-[5-bromo-2-(hydroxymethyl)-3-pyridyl]carbamate BrC=1C=C(C(=NC1)CO)NC(O)=O.BrC=1C=C(C(=NC1)CBr)NC(OCC1=CC=CC=C1)=O